N-nitrosoisopropylethyl-amine N(=O)N(CC)C(C)C